ClC1=C(C(=CC(=C1)F)Cl)C1=CC=NC2=CC(=CC=C12)O[C@@H](C(=O)N1[C@@H](CCCC1)C)C (2R)-2-[[4-(2,6-Dichloro-4-fluoro-phenyl)-7-quinolyl]oxy]-1-[(2R)-2-methyl-1-piperidyl]propan-1-on